Sodium corriN C12CCC(=N1)C=C1CCC(=N1)C=C1CCC(=N1)C=C1CCC2N1.[Na]